1-(4-((E)-2-(6-(E)-(2-oxo-4-phenylpyrrolidin-3-ylidene)-1H-indazol-3-yl)vinyl)benzyl)L-proline trifluoroacetate FC(C(=O)O)(F)F.O=C\1NCC(/C1=C\1/C=CC2=C(NNC2=C1)/C=C/C1=CC=C(CN2[C@@H](CCC2)C(=O)O)C=C1)C1=CC=CC=C1